COC=1C=C(C=C(C1)OC)NC=1C=C2N=C(C=NC2=CC1)C=1C=NN(C1)C1CCNCC1 N-(3,5-dimethoxyphenyl)-3-(1-(piperidin-4-yl)-1H-pyrazol-4-yl)quinoxalin-6-amine